ethyl-CoA C(C)SCCNC(CCNC([C@@H](C(COP(OP(OC[C@@H]1[C@H]([C@H]([C@@H](O1)N1C=NC=2C(N)=NC=NC12)O)OP(=O)(O)O)(=O)O)(=O)O)(C)C)O)=O)=O